S1C(SCC1)C=1C=C(N)C=C(C1OCC1=CC=C(C=C1)OC)F 3-(1,3-dithiolan-2-yl)-5-fluoro-4-(4-methoxybenzyloxy)aniline